C(C)(C)(C)OC(=O)N1C(C(C(C(C1)C)=O)C#N)C 3-Cyano-2,5-dimethyl-4-oxo-piperidine-1-carboxylic acid tert-butyl ester